COC(C(C)C=1C=CC(=NC1)N1CC(N(CC1)C(=O)OC(C)(C)C)(C)C)=O tert-butyl 4-(5-(1-methoxy-1-oxopropan-2-yl) pyridin-2-yl)-2,2-dimethylpiperazine-1-carboxylate